OC1=CC=C(C=C1)C1(CCCCC1)C1=CC=C(C=C1)O 1,1-Di-(4'-hydroxyphenyl)cyclohexan